2-(difluoromethyl)-3,4-dimethyl-6,7-dihydro-5H-pyrrolo[3,4-b]pyridine dihydrochloride Cl.Cl.FC(C1=C(C(=C2C(=N1)CNC2)C)C)F